BrC1=CC(=C2C=NN(C2=C1)C1OCCCC1)Cl 6-bromo-4-chloro-1-(tetrahydro-2H-pyran-2-yl)-1H-indazole